2-methyl-2-(3-methyl-4-nitro-1H-pyrazol-1-yl)propionitrile CC(C#N)(C)N1N=C(C(=C1)[N+](=O)[O-])C